2,5-difluoro-6-nitrophenol FC1=C(C(=C(C=C1)F)[N+](=O)[O-])O